butyl-4,4'-biphenyl C(CCC)C1=CC=C(C=C1)C1=CC=CC=C1